C[C@@H]1CN(C[C@@H](C1=O)C)C(=O)OC(C)(C)C tert-butyl cis-3,5-dimethyl-4-oxopiperidine-1-carboxylate